5-[[2-[(2R,5S)-2-(4-fluoro-3-hydroxy-phenyl)-5-methyl-1-piperidyl]-2-oxo-acetyl]amino]pyridine-3-carboxamide FC1=C(C=C(C=C1)[C@@H]1N(C[C@H](CC1)C)C(C(=O)NC=1C=C(C=NC1)C(=O)N)=O)O